N1(CCC1)N(C)CC (azetidin-1-yl)-N-methylethylamine